N-(piperazin-2-ylmethyl)-4-(1H-pyrrolo[2,3-b]pyridin-4-yl)-3,4-dihydro-2H-1,4-thiazine-6-carboxamide hydrochloride Cl.N1C(CNCC1)CNC(=O)C1=CN(CCS1)C1=C2C(=NC=C1)NC=C2